N-((1-(cyanomethyl)-4-(4-(trifluoromethyl)phenyl)-1,2,3,4-tetrahydroquinoxalin-2-yl)methyl)acrylamide C(#N)CN1C(CN(C2=CC=CC=C12)C1=CC=C(C=C1)C(F)(F)F)CNC(C=C)=O